Cl.N=1C=C(N2C1C=CC=C2)C=2C(NC(C2C2=CN1C3=C(C=CC=C23)CNCC1)=O)=O 3-(imidazo[1,2-a]pyridin-3-yl)-4-(1,2,3,4-tetrahydro-[1,4]diazepino[6,7,1-hi]indol-7-yl)-1H-pyrrole-2,5-dione hydrochloride